N[C@@H]1CN(CC1)C1=CC=C2N=C(C(=NC2=C1)C1=CC=C(C#N)C=C1)C1=CC=C(C=C1)OC(F)(F)F (S)-4-(7-(3-aminopyrrolidin-1-yl)-3-(4-(trifluoromethoxy)phenyl)quinoxalin-2-yl)benzonitrile